(6R)-6-(5-chloro-2-methoxyphenyl)-6-methyl-3-(trifluoromethyl)-4H-pyrrolo[2,3-d]isoxazol-5(6H)-one ClC=1C=CC(=C(C1)[C@]1(C(NC=2C(=NOC21)C(F)(F)F)=O)C)OC